tert-butyl (1-(3-amino-5-(3-fluoro-5-methylphenyl)-2-(methylamino)pyridin-4-yl)piperidin-4-yl)carbamate NC=1C(=NC=C(C1N1CCC(CC1)NC(OC(C)(C)C)=O)C1=CC(=CC(=C1)C)F)NC